N-(2-acetyl-7-(trifluoromethyl)-1,2,3,4-tetrahydroisoquinolin-4-yl)-5-amino-N-methyl-1-((2-(trimethylsilyl)ethoxy)methyl)-6,8-dihydro-1H-furo[3,4-d]pyrrolo[3,2-b]pyridine-2-carboxamide C(C)(=O)N1CC2=CC(=CC=C2C(C1)N(C(=O)C1=CC2=NC(=C3C(=C2N1COCC[Si](C)(C)C)COC3)N)C)C(F)(F)F